CC(COC(=O)CCCC(OC(=O)OC1CC(N(C(C1)(C)C)C)(C)C)(OC(=O)OC1CC(N(C(C1)(C)C)C)(C)C)OC(=O)OC1CC(N(C(C1)(C)C)C)(C)C)(C)C1OCC2(CO1)COC(OC2)C(COC(=O)CCCC(OC(=O)OC2CC(N(C(C2)(C)C)C)(C)C)(OC(=O)OC2CC(N(C(C2)(C)C)C)(C)C)OC(=O)OC2CC(N(C(C2)(C)C)C)(C)C)(C)C 3,9-bis[1,1-dimethyl-2-{tris(1,2,2,6,6-pentamethyl-4-piperidyloxycarbonyloxy)butylcarbonyloxy}ethyl]-2,4,8,10-tetraoxaspiro[5.5]undecane